2'-(difluoromethyl)-5'-methoxy-1-(5-methyl-1,3,4-oxadiazol-2-yl)-6-oxo-1,6-dihydro-[3,4'-bipyridine]-4-carboxylic acid FC(C1=NC=C(C(=C1)C1=CN(C(C=C1C(=O)O)=O)C=1OC(=NN1)C)OC)F